N=1COC=C2C1C=CC=C2 3,1-Benzoxazin